3-(2,2,2-trifluoroethoxy)pyridine FC(COC=1C=NC=CC1)(F)F